tert-butyl N-(17-[4-[(5-[[(5-tert-butyl-1,3-oxazol-2-yl) methyl]sulfanyl]-1,3-thiazol-2-yl)carbamoyl]piperidin-1-yl]-3,6,9,12,15-pentaoxaheptadecan-1-yl)carbamate C(C)(C)(C)C1=CN=C(O1)CSC1=CN=C(S1)NC(=O)C1CCN(CC1)CCOCCOCCOCCOCCOCCNC(OC(C)(C)C)=O